10-epoxyoctadecenoic acid C1C(CCCCCCCC=CCCCCCCC(=O)O)O1